5-iodo-4-methylthiazol IC1=C(N=CS1)C